C1(=CC=CC=C1)[B-](C1=CC=CC=C1)(C1=CC=CC=C1)C1=CC=CC=C1.C[NH+](CCCCCCCCCCCCCCCCCC)CCCCCCCCCCCCCCCCCC methylbisoctadecylammonium tetraphenylborate